N-(2-hydroxy-5-methylphenyl)-glycine ethyl ester C(C)OC(CNC1=C(C=CC(=C1)C)O)=O